FC=1C2=C(C(=NC1)C)C(=CN2)C2=CC(=CC=C2)OCC2=CC=C(C=C2)C(F)(F)F 7-fluoro-4-methyl-3-(3-{[4-(trifluoromethyl)phenyl]methoxy}-phenyl)-1H-pyrrolo[3,2-c]pyridine